FC1(CN(CC1)C1=NC=CC=2C3=CC=CC=C3CCC3=NN(C=C3C(NC12)=O)C(C)C)F 6-(3,3-difluoropyrrolidin-1-yl)-12-isopropyl-5,8,12,13-tetrazatetracyclo[15.4.0.02,7.010,14]henicosa-1(21),2(7),3,5,10,13,17,19-octaen-9-one